C(CCC)[Si](O[C@@H](C)C1CCCCC1)(CCCC)CCCC (S)-Tributyl(1-cyclohexylethoxy)silane